CC1=C(C(=C(C(=C1C=O)C)C=O)C)C=O 2,4,6-trimethylbenzene-1,3,5-tricarboxaldehyde